(S)-N-(5-methyl-4-oxo-2,3,4,5-tetrahydrobenzo[b][1,4]oxazepin-3-yl)-3-(m-tolyl)-1H-indole-5-carboxamide CN1C2=C(OC[C@@H](C1=O)NC(=O)C=1C=C3C(=CNC3=CC1)C=1C=C(C=CC1)C)C=CC=C2